2-((6-(difluoromethoxy)-2,5-dimethylpyridin-3-yl)amino)-1-(4-phenylpyridin-3-yl)pyrimidine-4-carboxamide FC(OC1=C(C=C(C(=N1)C)NC1N(C=CC(=N1)C(=O)N)C=1C=NC=CC1C1=CC=CC=C1)C)F